(R)-1-((6-fluoro-2-(2-methoxy-7-methylquinoxalin-5-yl)thiazolo[5,4-b]pyridin-5-yl)oxy)propan-2-yl (2-(hydroxymethyl)pyrimidin-5-yl)carbamate OCC1=NC=C(C=N1)NC(O[C@@H](COC1=C(C=C2C(=N1)SC(=N2)C2=C1N=CC(=NC1=CC(=C2)C)OC)F)C)=O